4,4,5,5-Tetramethyl-2-(4-(4-(trifluoromethoxy)phenyl)cyclopent-1-en-1-yl)-1,3,2-dioxaborolane CC1(OB(OC1(C)C)C1=CCC(C1)C1=CC=C(C=C1)OC(F)(F)F)C